(2S)-2-[(2S)-2-[2-(6-aminohexanamido)acetamido]-5-carbamimidamidopentanamido]-6-azido-N-{[4-(6-methyl-1,2,4,5-tetrazin-3-yl)phenyl]methyl}hexanamide NCCCCCC(=O)NCC(=O)N[C@H](C(=O)N[C@H](C(=O)NCC1=CC=C(C=C1)C=1N=NC(=NN1)C)CCCCN=[N+]=[N-])CCCNC(=N)N